C1(CC1)N1[C@@H](CN(CC1)C1CCN(CC1)C1=C(C=C(C(=C1)OC)NC1=NC=NC(=C1)N1OCC[C@@H]1C1=C(C(=CC=C1F)F)F)NC(C=C)=O)C N-(2-(4-((R)-4-cyclopropyl-3-methylpiperazine-1-yl)piperidine-1-yl)-4-methoxy-5-((6-((R)-3-(2,3,6-trifluorophenyl)isoxazolidine-2-yl)pyrimidine-4-yl)amino)phenyl)acrylamide